5-(2-fluoroethyl)-2-(4-(((3aR,5R,6aS)-2-((S)-2-hydroxypropanoyl)octahydro-cyclopenta[c]pyrrol-5-yl)amino)-1H-pyrrolo[2,3-b]pyridin-5-yl)-4,5-dihydro-6H-pyrrolo[3,4-d]-thiazol-6-one FCCN1CC=2N=C(SC2C1=O)C=1C(=C2C(=NC1)NC=C2)NC2C[C@@H]1[C@@H](CN(C1)C([C@H](C)O)=O)C2